CS(=O)(=O)OCC1=NC=CN=C1OCC(F)F (3-(2,2-difluoroethoxy)pyrazin-2-yl)methyl methanesulfonate